{amino[3-(2-benzenesulfonamido-2-{[1,3]thiazolo[4,5-c]pyridin-2-yl}ethyl)phenyl]methylidene}amino acetate C(C)(=O)ON=C(C1=CC(=CC=C1)CC(C=1SC2=C(C=NC=C2)N1)NS(=O)(=O)C1=CC=CC=C1)N